COC1=CC=C(C=C1)C1(SCCCS1)C=CC=C(C1=CC=C(C=C1)OC)C1=CC=C(C=C1)OC 2-(4-methoxyphenyl)-2-(4,4-bis(4-methoxyphenyl)-1,3-butadienyl)-1,3-dithiane